F[C@@H](CF)C=1C=C(OC2CC(C2)NC(OC(C)(C)C)=O)C=CC1F tert-butyl ((1r,3r)-3-(3-(1,2-difluoroethyl)-4-fluorophenoxy)cyclobutyl)carbamate